CN(C(=O)C1=CC(=NN1)CNC(OC(C)(C)C)=O)C tert-butyl N-[[5-(dimethylcarbamoyl)-1H-pyrazol-3-yl]methyl]carbamate